COC1=C(C=CC(=C1)CCC)OC=C(C1=CC=CC=C1)OCCC1=CC=CC=C1 2-methoxy-1-((2-phenethoxy-2-phenylvinyl)oxy)-4-propylbenzene